acetyl Lactate C(C(O)C)(=O)OC(C)=O